OCCCS(=O)(=O)C=1C=CC(=C(C(=O)OC)C1)OC methyl 5-((3-hydroxypropyl)sulfonyl)-2-methoxybenzoate